1-(6-Amino-2,3-dihydro-indol-1-yl)-2-((R)-3-methyl-piperazin-1-yl)-ethanone NC1=CC=C2CCN(C2=C1)C(CN1C[C@H](NCC1)C)=O